FC1=C(C(=CC=C1)F)N1N=C(C=2C1=CN=CC2)C2=CC=C(C=C2)N2CCN(CC2)C (2,6-difluorophenyl)-3-(4-(4-methylpiperazin-1-yl)phenyl)-1H-pyrazolo[3,4-c]pyridine